(2R,3R,4R,5S)-3-(2-ethyl-3,4-difluoro-phenyl)-4,5-dimethyl-5-(trifluoromethyl)tetrahydrofuran C(C)C1=C(C=CC(=C1F)F)[C@@H]1CO[C@@]([C@@H]1C)(C(F)(F)F)C